FC(C1=C(OCC2=C(C=C(C=C2)C2C=3C(NC(C2)=O)=NNC3)OC)C=CC(=C1)C(F)F)F 4-(4-{[2,4-bis(Difluoromethyl)phenoxy]methyl}-3-methoxyphenyl)-2H,4H,5H,6H,7H-pyrazolo[3,4-b]pyridin-6-on